ClC=1C=C2C=NN(C2=CC1N1C2CC(C1)(C2)C(C)(C)O)C=2C=NN(C2)C2CC2 2-{2-[5-chloro-1-(1-cyclopropyl-1H-pyrazol-4-yl)-1H-indazol-6-yl]-2-azabicyclo[2.1.1]hexan-4-yl}propan-2-ol